6-(2-fluoro-6-methoxy-phenyl)-5-methylsulfonyl-pyridin-2-amine FC1=C(C(=CC=C1)OC)C1=C(C=CC(=N1)N)S(=O)(=O)C